6-(1H-indazol-4-yl)-2-oxo-1,2-dihydrospiro[pyrido[2,3-b][1,4]oxazine-3,3'-pyrrolidine]-1'-carbonitrile N1N=CC2=C(C=CC=C12)C=1C=CC2=C(OC3(CN(CC3)C#N)C(N2)=O)N1